9-methyldibenzo[b,d]furan-2-amine CC1=CC=CC2=C1C1=C(O2)C=CC(=C1)N